1-(4-phenoxyphenyl)-3-phenylurea O(C1=CC=CC=C1)C1=CC=C(C=C1)NC(=O)NC1=CC=CC=C1